C(=O)C=1C=C2CCCN(C2=CC1)C1=NOC(=N1)C1=C(C#N)C=C(C=C1)OC(C)C 2-(3-(6-formyl-3,4-dihydroquinolin-1(2H)-yl)-1,2,4-oxadiazol-5-yl)-5-isopropoxybenzonitrile